tert-butyl 6-[(2S)-2-(2-isopropyl phenyl)pyrrolidin-1-yl]-2-azaspiro[3.3]heptane-2-carboxylate C(C)(C)C1=C(C=CC=C1)[C@H]1N(CCC1)C1CC2(CN(C2)C(=O)OC(C)(C)C)C1